(R)-N-(2-methoxy-5-(4-(trifluoromethyl)phenoxy)phenyl)-3-methyl-2-oxooxazolidine-4-carboxamide COC1=C(C=C(C=C1)OC1=CC=C(C=C1)C(F)(F)F)NC(=O)[C@@H]1N(C(OC1)=O)C